1-(4-(3-Fluoro-5-(trifluoromethyl)benzyl)pyridin-2-yl)-N,N-dimethyl-1H-pyrazol-3-carboxamid FC=1C=C(CC2=CC(=NC=C2)N2N=C(C=C2)C(=O)N(C)C)C=C(C1)C(F)(F)F